1-(5-cyclopropyl-1,3,4-oxadiazol-2-yl)-N-(3-(5-fluoropyrimidin-2-yl)-4-methylphenyl)-3-methyl-6-azabicyclo[3.1.1]heptane-6-carboxamide C1(CC1)C1=NN=C(O1)C12CC(CC(N1C(=O)NC1=CC(=C(C=C1)C)C1=NC=C(C=N1)F)C2)C